1,3-oxathiolane-2-thione O1C(SCC1)=S